(S)-6-(1-amino-1,3-dihydrospiro[indene-2,4'-piperidine]-1'-yl)-3-(1-(2-aminopyrimidin-5-yl)vinyl)-1,5-dihydro-4H-pyrazolo[3,4-d]pyrimidin-4-one N[C@@H]1C2=CC=CC=C2CC12CCN(CC2)C=2NC(C1=C(N2)NN=C1C(=C)C=1C=NC(=NC1)N)=O